ClC1=CC(=C2CN(CC2=C1)C(=O)OC(C)(C)C)N1CCCC2=CC(=C(C=C12)C(F)F)C=1C=NN(C1)C tert-butyl {6-chloro-4-[7-(difluoromethyl)-6-(1-methylpyrazol-4-yl)-3,4-dihydro-2H-quinolin-1-yl]-1,3-dihydroisoindol-2-yl}carboxylate